ClC1=C(C(=C(C(=O)NC2=C(C(=CC(=C2)F)C=2NC=3C(=NC(=CC3)Cl)N2)C)C=C1)F)F 4-chloro-N-(3-(5-chloro-1H-imidazo[4,5-b]pyridin-2-yl)-5-fluoro-2-methylphenyl)-2,3-difluorobenzamide